CC1=C(C=C(C=C1)C)NC1N(C(=NC(=N1)N)N1CCOCC1)C1=CC=CC=C1 (2,5-Dimethylphenyl)-6-morpholin-4-yl-N1-phenyl-[1,3,5]triazine-2,4-diamine